CC=1NC2=C(C=NC=C2CC1C(=O)[O-])C 2,8-dimethyl-1,4-dihydro-1,6-naphthyridine-3-carboxylate